1-(4-(4-((3-chloro-4-(pyridin-2-ylmethoxy)phenyl)amino)-5-fluoro-1H-pyrrolo[2,3-b]pyridin-3-yl)piperidin-1-yl)prop-2-en-1-one ClC=1C=C(C=CC1OCC1=NC=CC=C1)NC1=C2C(=NC=C1F)NC=C2C2CCN(CC2)C(C=C)=O